7-fluoro-3-(3-(4-(4-fluorophenyl)-3,6-dihydropyridin-1(2H)-yl)-3-oxopropyl)isoquinolin-1(2H)-one FC1=CC=C2C=C(NC(C2=C1)=O)CCC(=O)N1CCC(=CC1)C1=CC=C(C=C1)F